C(C)(=O)OOC1=C(C=CC=C1)C.[Na] sodium methylphenoxy acetate